C(C)(=O)C1=NN(C2=CC(=C(C=C12)C=1C=NC(=NC1)C)CN(C)C)CC(=O)OC(C)(C)C tert-Butyl 2-(3-acetyl-6-((dimethylamino)methyl)-5-(2-methylpyrimidin-5-yl)-1H-indazol-1-yl)acetate